2-[8-ethyl-7-fluoro-3-(methoxymethoxy)-1-naphthalenyl]-4,4,5,5-tetramethyl-1,3,2-dioxaborolane C(C)C=1C(=CC=C2C=C(C=C(C12)B1OC(C(O1)(C)C)(C)C)OCOC)F